(1-(4-fluorophenyl)propan-2-ylamino)pyrimidine-2,4(1H,3H)-dione FC1=CC=C(C=C1)CC(C)NN1C(NC(C=C1)=O)=O